Cl[C@@](C#N)(CCl)C (S)-2,3-dichloro-2-methylpropionitrile